C(#N)[C@H](C[C@@H]1C(NCCC1)=O)NC(=O)[C@H]1N([C@H]2CC([C@@H]1CC2)(F)F)C([C@H](C)NC2=C(C=CC(=C2)F)F)=O (1R,3S,4R)-N-[(1S)-1-cyano-2-[(3R)-2-oxo-3-piperidyl]ethyl]-2-[(2S)-2-(2,5-difluoroanilino)propanoyl]-5,5-difluoro-2-azabicyclo[2.2.2]octane-3-carboxamide